2-acetylbenzaldehyde C(C)(=O)C1=C(C=O)C=CC=C1